FC(C(=O)O)(C(C(C(C(C(C(F)(F)F)(F)F)(F)F)(F)F)(F)F)(F)F)F anti-perfluorooctanoic acid